CN(C)C[C@@H]1CC[C@H](CC1)C=1C=NN2C1C=CC=C2 3-(trans-4-((dimethylamino)methyl)cyclohexyl)pyrazolo[1,5-a]pyridine